OC1=CC=C(C=C1)C=1OC2=CC(=CC(=C2C(C1)=O)O)O 2-(p-hydroxyphenyl)-5,7-dihydroxychromone